C(N)(=N)C=1C=C(SC1)CNC(=O)[C@H]1N(C[C@]2(CC2(F)F)C1)C(CNC(C1=CC=C(C=C1)OC1=CC=CC=C1)=O)=O (3R,6S)-N-((4-carbamimidoylthiophen-2-yl)methyl)-1,1-difluoro-5-((4-phenoxy-benzoyl)glycyl)-5-azaspiro[2.4]heptane-6-carboxamide